N1=C(N=C(C=C1)N1C(C2=C(C=C(C=C2C1)F)F)=O)C1=NC=CC=N1 2-([2,2'-bipyrimidin]-4-yl)-5,7-difluoroisoindolin-1-one